C(C)C=1C=C(C=CC1)C1=CC(=C(C(=O)N2CCC(CC2)OC2CCN(CC2)CC(=O)N2CCN(CC2)C(=O)C=2C=C(C=CC2F)CC2=NNC(C3=CC=CC=C23)=O)C(=C1)F)F 4-[[3-[4-[2-[4-[[1-[4-(3-ethylphenyl)-2,6-difluoro-benzoyl]-4-piperidyl]oxy]-1-piperidyl]acetyl]piperazine-1-carbonyl]-4-fluoro-phenyl]methyl]-2H-phthalazin-1-one